C(C)(=O)NC1=C2C(N(C(C2=CC=C1)=O)C1C(N(C(CC1)=O)CCCOC)=O)=O 4-acetylamino-2-(1-(3-methoxypropyl)-2,6-dioxopiperidin-3-yl)isoindolin-1,3-dione